CC1=CC=C(C=C1)S(=O)(=O)O.FC=1C=CC(=NC1)[C@@]1(CCOC2(C1)CCOCC2)CCNC2CC1=CC=CC=C1C2 (R)-N-(2-(4-(5-fluoropyridin-2-yl)-1,9-dioxaspiro[5.5]undecan-4-yl)ethyl)-2,3-dihydro-1H-inden-2-amine p-toluenesulfonate